3-amino-6-bromo-2,4-dichloropyridine NC=1C(=NC(=CC1Cl)Br)Cl